FC(C(=O)N1[C@H](CN[C@@H](C1)C)C1=CC=C(C=C1)F)(F)F 2,2,2-trifluoro-1-((2S,5R)-2-(4-fluorophenyl)-5-methylpiperazin-1-yl)ethanone